CN(C1(CCC2(CN(C(N2)=O)C=2N=C(SC2)C2=CC=CC=C2)CC1)C1=CC=CC=C1)C cis-8-dimethylamino-8-phenyl-3-(2-phenyl-thiazol-4-yl)-1,3-diazaspiro[4.5]decan-2-one